6-Chloro-1-[4-[(dimethylamino)methyl]-2-isopropyl-3-pyridyl]-4-[(2S,5R)-2,5-dimethyl-4-prop-2-enoyl-piperazin-1-yl]-7-(2-fluorophenyl)pyrido[2,3-d]pyrimidin-2-one ClC1=CC2=C(N(C(N=C2N2[C@H](CN([C@@H](C2)C)C(C=C)=O)C)=O)C=2C(=NC=CC2CN(C)C)C(C)C)N=C1C1=C(C=CC=C1)F